C(#N)C1=C(C=CC(=C1)C(=O)C1=CC=C2C(=CC=CN12)C1=CC2=C(N(C=N2)C)C=C1C(F)(F)F)NC(/C=C/[C@H]1N(CCC1)C(=O)OC(C)(C)C)=O tert-butyl (S,E)-2-(3-((2-cyano-4-(8-(1-methyl-6-(trifluoromethyl)-1H-benzo[d]imidazol-5-yl)indolizine-3-carbonyl)phenyl)amino)-3-oxoprop-1-en-1-yl)pyrrolidine-1-carboxylate